The molecule is a sialopentaosylceramide consisting of a branched hexasaccharide made up from one lactamized sialyl residue, two galactose residues, one L-fucose residue, one N-acetyl-6-sulfoglucosamine residue and one glucose residue, which at the reducing end is attached to a d18:1/18:0 ceramide moiety via a beta-linkage; commonly known as lactamized sialyl 6-sulfo Lewis X ganglioside. It is a sialopentaosylceramide and an oligosaccharide sulfate. It contains a delta-lactam ring. CCCCCCCCCCCCCCCCCC(=O)N[C@@H](CO[C@H]1[C@@H]([C@H]([C@@H]([C@H](O1)CO)O[C@H]2[C@@H]([C@H]([C@H]([C@H](O2)CO)O)O[C@H]3[C@@H]([C@H]([C@@H]([C@H](O3)COS(=O)(=O)O)O[C@H]4[C@@H]([C@H]([C@H]([C@H](O4)CO)O)OC56C[C@@H]([C@H]([C@@H](O5)[C@@H]([C@@H](CO)O)O)NC6=O)O)O)O[C@H]7[C@H]([C@@H]([C@@H]([C@@H](O7)C)O)O)O)NC(=O)C)O)O)O)[C@@H](/C=C/CCCCCCCCCCCCC)O